(1-aminoethylaminopropyl)(triethoxy)silane NC(C)NCCC[Si](OCC)(OCC)OCC